O1[C@@H](CCC1)C(=O)NCC1=CC=C(C=C1)NC(=O)NCC1=CC=C(C=C1)F N-(4-{[((2S)-oxolan-2-yl)carbonylamino]methyl}phenyl){[(4-fluorophenyl)methyl]amino}carboxamide